2-bromo-3-methyl-pyrazine BrC1=NC=CN=C1C